5-(2,4-ditert-butoxypyrimidin-5-yl)-1-methyl-3-[(1S)-2,2-difluoro-1-(2-pyridyl)ethoxy]pyrazolo[3,4-c]pyridazine C(C)(C)(C)OC1=NC=C(C(=N1)OC(C)(C)C)C=1C=C2C(=NN1)N(N=C2O[C@H](C(F)F)C2=NC=CC=C2)C